2-(cyanomethyl)-4-(6-(2-fluoro-6-methoxyphenyl)-2-(((S)-1-methylpyrrolidin-2-yl)methoxy)-6,7-dihydro-5H-pyrrolo[3,4-d]pyrimidin-4-yl)piperazine-1-carboxylic acid benzyl ester C(C1=CC=CC=C1)OC(=O)N1C(CN(CC1)C=1C2=C(N=C(N1)OC[C@H]1N(CCC1)C)CN(C2)C2=C(C=CC=C2OC)F)CC#N